C(CCC)NC(C1=CC(=CC(=C1)NS(=O)(=O)C1=C(C=C(C=C1C(C)C)C(C)C)C(C)C)C(F)(F)F)=O N-butyl-3-(trifluoromethyl)-5-((2,4,6-triisopropylphenyl)sulfonamido)benzamide